C(C(=O)O)(=O)O.NC([C@H](CC)NC[C@@H](CC(=O)O)CCC)=O (R)-3-((((S)-1-amino-1-oxobutan-2-yl)amino)methyl)hexanoic acid oxalate